BrC1=CC=C(C=C1)CC(CC(C(=O)OCC)=O)=O ethyl 5-(4-bromophenyl)-2,4-dioxovalerate